BrC=1C=CC=C2C3=C(N(C12)COCC[Si](C)(C)C)CCCCC3 4-bromo-5-((2-(trimethylsilyl)ethoxy)methyl)-5,6,7,8,9,10-hexahydrocyclohepta[b]indole